OC1CC(N(C1)C1NC(CCC1)[N+](=O)[O-])=O 4-hydroxy-1-(6-nitropiperidin-2-yl)pyrrolidin-2-one